CC1=CC(=CC(=N1)C#N)OC=1C=NN(C1)C 6-Methyl-4-((1-methyl-1H-pyrazol-4-yl)oxy)picolinonitrile